FC=1C(=C(C=CC1F)[C@H]1[C@@H](O[C@]([C@H]1C)(C(F)(F)F)C)C(=O)O)O (2R,3S,4S,5R)-3-(3,4-difluoro-2-hydroxyphenyl)-4,5-dimethyl-5-(trifluoromethyl)tetrahydrofuran-2-carboxylic acid